N-(2-(bis(4-methoxybenzyl)carbamoyl)pyridin-4-yl)-7-(4,4-difluoroazepan-1-yl)quinoline-6-carboxamide COC1=CC=C(CN(C(=O)C2=NC=CC(=C2)NC(=O)C=2C=C3C=CC=NC3=CC2N2CCC(CCC2)(F)F)CC2=CC=C(C=C2)OC)C=C1